(S)-tert-butyl 1-(3-chloro-5-fluoro-2-((4-methoxyphenoxy)methyl) phenyl)ethyl(2-hydroxyethyl)carbamate ClC=1C(=C(C=C(C1)F)[C@H](C)N(C(OC(C)(C)C)=O)CCO)COC1=CC=C(C=C1)OC